CN1C=CC2=CC=CC(=C12)B1OC(C(O1)(C)C)(C)C methyl-7-(4,4,5,5-tetramethyl-1,3,2-dioxaborolan-2-yl)-1H-indole